N2-cyclopropyl-N4-(2-(trifluoromethyl)benzyl)thieno[3,2-d]pyrimidine-2,4-diamine C1(CC1)NC=1N=C(C2=C(N1)C=CS2)NCC2=C(C=CC=C2)C(F)(F)F